C(C1=CC=CC=C1)OC(=O)N1C(CC(CC1)C(C)N[C@H]1[C@@H](C1)C1=CC=CC=C1)F fluoro-4-(1-((trans-2-phenylcyclopropyl)amino)ethyl)piperidine-1-carboxylic acid benzyl ester